{2-[(5-fluoro-1,3-benzoxazol-2-yl)amino]-1,3-benzoxazol-5-yl}methanol FC=1C=CC2=C(N=C(O2)NC=2OC3=C(N2)C=C(C=C3)CO)C1